ClC=1C=C(C=CC1F)NC1=NC=NC2=CC(=C(C=C12)O[C@@H]1CC[C@H](CC1)N(C)C)OC 4-[(3-chloro-4-fluoro-phenyl)amino]-6-(trans-4-dimethylamino-cyclohex-1-yloxy)-7-methoxy-quinazoline